5,5'-diisopropyl-3,3'-dimethyl-[2,2'-binaphthalene]-7,7'-diol C(C)(C)C1=C2C=C(C(=CC2=CC(=C1)O)C1=CC2=CC(=CC(=C2C=C1C)C(C)C)O)C